3-chloro-5-(1-(1-oxo-1,2-dihydroisoquinolin-5-yl)-5-(trifluoromethyl)-1H-pyrazole-4-carboxamido)picolinic acid methyl ester COC(C1=NC=C(C=C1Cl)NC(=O)C=1C=NN(C1C(F)(F)F)C1=C2C=CNC(C2=CC=C1)=O)=O